O=C1N(CC2=C(C=CC=C12)N(C1CCC(CC1)NCC1(CC1)C(F)(F)F)CC1CC2(C1)CCC2)C2C(NC(CC2)=O)=O 3-(1-oxo-4-((spiro[3.3]heptan-2-ylmethyl)((1r,4r)-4-(((1-(trifluoromethyl)cyclopropyl)methyl)amino)cyclohexyl)amino)isoindolin-2-yl)piperidine-2,6-dione